ClC1=C(C=C(C=C1)F)CC=1C=CC=C2C[C@H](C(N(C12)C)=O)NC(=O)N ((3R)-8-((2-chloro-5-fluorophenyl)methyl)-1-methyl-2-oxo-1,2,3,4-tetrahydroquinolin-3-yl)urea